FC1=C(C=N[S@](=O)C(C)(C)C)C=CC(=C1)F (R)-N-(2,4-difluorobenzylidene)-2-methylpropane-2-sulfinamide